5-(3-cyano-6-(1-methyl-1H-pyrazol-4-yl)pyrazolo[1,5-a]pyridin-4-yl)-N-(1-(6-methoxypyridin-3-yl)ethyl)-1,3,4-thiadiazole-2-carboxamide C(#N)C=1C=NN2C1C(=CC(=C2)C=2C=NN(C2)C)C2=NN=C(S2)C(=O)NC(C)C=2C=NC(=CC2)OC